FC1=C2C(=C(C3=NN(N=C31)C3CN(C3)C(=O)OC(C)(C)C)F)CC(C2)C=O tert-butyl 3-(4,8-difluoro-6-formyl-6,7-dihydro-5H-cyclopenta[f]benzotriazol-2-yl)azetidine-1-carboxylate